N-(8-fluoro-2-methylimidazo[1,2-a]pyridin-6-yl)-5-(5-oxa-2,8-diazaspiro[3.5]nonan-2-yl)pyrazine-2-carboxamide Cesium carbonate C([O-])([O-])=O.[Cs+].FC=1C=2N(C=C(C1)NC(=O)C1=NC=C(N=C1)N1CC3(C1)OCCNC3)C=C(N2)C.[Cs+]